(2S,4R)-4-hydroxy-N-((S)-1-(4-(4-methylthiazol-5-yl)phenyl)ethyl)pyrroline-2-carboxamide trifluoroacetate FC(C(=O)O)(F)F.O[C@@H]1C=C(NC1)C(=O)N[C@@H](C)C1=CC=C(C=C1)C1=C(N=CS1)C